8-(6-(3-(ethyl(methyl)amino)propoxy)pyridin-3-yl)-7-fluoro-1-isopropyl-3-methyl-1,3-dihydro-2H-imidazo[4,5-c]cinnolin-2-one C(C)N(CCCOC1=CC=C(C=N1)C1=CC=2C3=C(N=NC2C=C1F)N(C(N3C(C)C)=O)C)C